2-isopropyl-3,6-dimethyl-chromen-4-one C(C)(C)C=1OC2=CC=C(C=C2C(C1C)=O)C